(S)-2-((4-(6-((4-Acetyl-2-cyclopropoxybenzyl)oxy)pyridin-2-yl)piperidin-1-yl)methyl)-1-(oxetan-2-ylmethyl)-1H-benzo[d]imidazole-6-carboxylic acid C(C)(=O)C1=CC(=C(COC2=CC=CC(=N2)C2CCN(CC2)CC2=NC3=C(N2C[C@H]2OCC2)C=C(C=C3)C(=O)O)C=C1)OC1CC1